NCCCN(CCCN)C1CCCCC1 N,N-bisaminopropylcyclohexylamine